NC1=NC(=C(C=2N1C=C(N2)C(=O)NCC)Br)C2=CC(=CC=C2)C#N 5-amino-8-bromo-7-(3-cyanophenyl)-N-ethylimidazo[1,2-c]pyrimidine-2-carboxamide